C(C=C)(=O)OCCN=C=O r-2-isocyanatoethyl acrylate